(3S,4R)-3-ethyl-4-(3-(2-(4-((2-oxocyclopentyl)methyl)phenyl)propanoyl)-3H-imidazo[1,2-a]pyrrolo[2,3-e]pyrazin-8-yl)-N-(2,2,2-trifluoroethyl)pyrrolidine-1-carboxamide C(C)[C@@H]1CN(C[C@@H]1C1=CN=C2N1C1=C(N=C2)N(C=C1)C(C(C)C1=CC=C(C=C1)CC1C(CCC1)=O)=O)C(=O)NCC(F)(F)F